(S)-5-(4-isopropyl-3-methylpiperazin-1-yl)-2-((5-methyl-3-(6-methylpyridin-3-yl)isoxazol-4-yl)methyl)pyridazin-3(2H)-one C(C)(C)N1[C@H](CN(CC1)C1=CC(N(N=C1)CC=1C(=NOC1C)C=1C=NC(=CC1)C)=O)C